NC1=NC(=NN2C1=NC=C2CC2=C(C=C(C=C2)OCCNC)Cl)O[C@@H](CCO)CCC |o1:24| (R or S)-3-((4-amino-7-(2-chloro-4-(2-(methylamino)ethoxy)benzyl)imidazo[2,1-f][1,2,4]triazin-2-yl)oxy)hexan-1-ol